N,N-dimethyl-4-(4-{[p-(4-morpholino-1H-1,5,7-triazainden-2-yl)phenylamino]methyl}-1-piperidyl)-2-butynamide CN(C(C#CCN1CCC(CC1)CNC1=CC=C(C=C1)C=1NC2=NC=NC(=C2C1)N1CCOCC1)=O)C